FC1=CC=C2CC3(C(C2=C1)=O)CN(C3)C(=O)OC(C)(C)C tert-butyl 6'-fluoro-1'-oxospiro[azetidine-3,2'-indene]-1-carboxylate